C(C)(C)(C)OC(=O)N1[C@@H](CCC1)C(=O)N1CCC2=C(C=C(C=C12)C(=O)O)C1=CC=CC=C1 1-((tert-butoxycarbonyl)-L-prolyl)-4-phenylindoline-6-carboxylic acid